ClC=1C(N(C(=CC1OCC=1SC(=CN1)F)C)C1=CC(=NC=C1C)N1N=C(C=C1)C(C)(C)O)=O 3-Chloro-4-((5-fluorothiazol-2-yl)methoxy)-2'-(3-(2-hydroxypropan-2-yl)-1H-pyrazol-1-yl)-5',6-Dimethyl-2H-[1,4'-bipyridyl]-2-one